(S)-2-amino-3-(4-(5-(tert-butoxycarbonyl)pyrimidin-2-yl)phenyl)propionic acid N[C@H](C(=O)O)CC1=CC=C(C=C1)C1=NC=C(C=N1)C(=O)OC(C)(C)C